tert-butyl 2-((3-(4-chlorophenyl)-1,2,4-oxadiazol-5-yl)methyl)acrylate ClC1=CC=C(C=C1)C1=NOC(=N1)CC(C(=O)OC(C)(C)C)=C